S-methyl O-((5-methyltetrahydrofuran-3-yl)methyl) carbonodithioate C(OCC1COC(C1)C)(=S)SC